4-((2'S,3S,4'S,5'R)-1-(4-(1H-pyrazol-4-yl)benzyl)-5-chloro-4'-(2-chlorophenyl)-2'-neopentylspiro[dihydroindole-3,3'-pyrrolidine]-5'-carboxamido)-3-methoxybenzoic acid N1N=CC(=C1)C1=CC=C(CN2C[C@@]3([C@@H](N[C@H]([C@@H]3C3=C(C=CC=C3)Cl)C(=O)NC3=C(C=C(C(=O)O)C=C3)OC)CC(C)(C)C)C3=CC(=CC=C23)Cl)C=C1